2-morpholino-4-(trifluoromethyl)benzohydrazide tert-butyl-4-(6-(4-(2-ethylphenoxy)butyl)-1H-benzo[d]imidazole-2-carbonyl)piperazine-1-carboxylate C(C)(C)(C)OC(=O)N1CCN(CC1)C(=O)C1=NC2=C(N1)C=C(C=C2)CCCCOC2=C(C=CC=C2)CC.O2CCN(CC2)C2=C(C(=O)NN)C=CC(=C2)C(F)(F)F